FC=1C(=NC(=NC1)NC=1C=C(C=NC1)N1C(CCC1)=O)C=1C=NN(C1)C1COC1 1-(5-((5-fluoro-4-(1-(oxetan-3-yl)-1H-pyrazol-4-yl)pyrimidin-2-yl)amino)pyridin-3-yl)pyrrolidin-2-one